N-(5-(N-(4-fluoro-2,6-dimethylphenyl)sulfamoyl)-6-methoxypyridin-3-yl)-2-phenylthiazole-4-carboxamide FC1=CC(=C(C(=C1)C)NS(=O)(=O)C=1C=C(C=NC1OC)NC(=O)C=1N=C(SC1)C1=CC=CC=C1)C